ClC=1C=NC=2N(C1)N=CC2C(=O)NC=2C(=CC1=C(C[C@](O1)(C)CO)C2)N2CCOCC2 (R)-6-Chloro-N-(2-(hydroxymethyl)-2-methyl-6-morpholino-2,3-dihydrobenzofuran-5-yl)pyrazolo[1,5-a]pyrimidine-3-carboxamide